5-isopropoxy-4-(4-phenoxyanilino)pyrimidine-2-carboxylic acid C(C)(C)OC=1C(=NC(=NC1)C(=O)O)NC1=CC=C(C=C1)OC1=CC=CC=C1